4-((R)-1-(5-fluoropyridin-2-yl)ethoxy)-6-(1-((1s,4S)-4-hydroxycyclohexyl)-5-methyl-1H-pyrazol-4-yl)pyrazolo[1,5-a]pyridine-3-carbonitrile FC=1C=CC(=NC1)[C@@H](C)OC=1C=2N(C=C(C1)C=1C=NN(C1C)C1CCC(CC1)O)N=CC2C#N